tert-Butyl 2-amino-3-(4-bromothiazol-2-yl)-4,5-dihydrothieno[2,3-c]pyridine-6(7H)-carboxylate NC1=C(C2=C(CN(CC2)C(=O)OC(C)(C)C)S1)C=1SC=C(N1)Br